C[C@@H]1CN(C[C@@H](N1)C)C1=NC=CC(=C1)OC1=CC(=C(C=C1)NC1=NC=NC2=CC(=C(C=C12)NC1CCN(CC1)C(C=C)=O)OC)F 1-(4-((4-((4-((2-((3R,5S)-3,5-dimethylpiperazin-1-yl)pyridin-4-yl)oxy)-2-fluorophenyl)amino)-7-methoxyquinazolin-6-yl)amino)piperidin-1-yl)prop-2-en-1-one